methyl 2-cyclopropyl-5-ethoxy-4-((2-(4-(4-(2-hydroxyacetamido)butyl)phenyl)-3-oxo-2,8-diazaspiro[4.5]decan-8-yl)methyl)benzoate C1(CC1)C1=C(C(=O)OC)C=C(C(=C1)CN1CCC2(CC(N(C2)C2=CC=C(C=C2)CCCCNC(CO)=O)=O)CC1)OCC